C(C)(C)(C)C(=O)F tert-butyl-carbonyl fluoride